4-isopropyl-cyclohexanone C(C)(C)C1CCC(CC1)=O